ClC=1C(=C2C(=NC1C)SC(=C2C=O)C(=O)OCC)C Ethyl 5-chloro-3-formyl-4,6-dimethylthieno[2,3-b]Pyridine-2-carboxylate